glycidoxy-methoxyphosphoric acid C(C1CO1)OCOOP(O)(O)=O